CC1([C@@H]2C=C(CC[C@H]2C(CCC1)=C)C)C (1R,7R)-2,2,10-trimethyl-6-methylene-bicyclo[5.4.0]undec-10-ene